N-(6-{[4-(hydroxymethyl)-1H-pyrazol-1-yl]methyl}-4-methoxy-1,2-benzoxazol-3-yl)-2,6-dimethoxybenzene-1-sulfonamide OCC=1C=NN(C1)CC1=CC2=C(C(=NO2)NS(=O)(=O)C2=C(C=CC=C2OC)OC)C(=C1)OC